O=C(CC1=CC=2C(=C3N(CC=4C=CC=CC34)C(C2S1)=O)C1=CC=CC=C1)C (2-oxopropyl)-4-phenylthieno[3',2':4,5]pyrido[2,1-a]isoindol-11(9H)-one